tetra-tert-butyl-2,3,6,7-anthracenetetracarboxylic acid C(C)(C)(C)C=1C(=C(C(=C2C=C3C(=C(C(=C(C3=CC12)C(C)(C)C)C(=O)O)C(=O)O)C(C)(C)C)C(C)(C)C)C(=O)O)C(=O)O